C(#N)C=1C=NN2C1C(=CC(=C2)OCC(C)(C)O)N2CC(C2)C(=O)NCC=2C=NC(=CC2)OC 1-(3-cyano-6-(2-hydroxy-2-methylpropyloxy)pyrazolo[1,5-a]pyridin-4-yl)-N-((6-methoxypyridin-3-yl)methyl)azetidine-3-carboxamide